4,4'-(perfluoropropane-2,2-diyl)dibenzoic acid FC(C(C(F)(F)F)(C1=CC=C(C(=O)O)C=C1)C1=CC=C(C(=O)O)C=C1)(F)F